Ethyl (E)-4-[3-(10,11-dihydro-5H-dibenzo[b,f]azepin-5-yl)propylamino]but-2-enoate fumarate C(\C=C\C(=O)O)(=O)O.C1=CC=CC=2N(C3=C(CCC21)C=CC=C3)CCCNC/C=C/C(=O)OCC